(S)-1'-(6-amino-5-((2-amino-3-chloropyridin-4-yl)thio)-3-fluoropyrazin-2-yl)-1,3-dihydrospiro[indene-2,4'-piperidine]-1-amine hydrochloride Cl.NC1=C(N=C(C(=N1)N1CCC2(CC1)[C@@H](C1=CC=CC=C1C2)N)F)SC2=C(C(=NC=C2)N)Cl